N[C@@H](CC)C1=C2C=C(N=CC2=C(C=C1)OC1CN(C1)C(=O)C1CC1)NC1=CC=C2C(=N1)[C@H](C(OC2=O)(C)C)C (R)-2-((5-((S)-1-aminopropyl)-8-((1-(cyclopropanecarbonyl)azetidin-3-yl)oxy)isoquinolin-3-yl)amino)-7,7,8-trimethyl-7,8-dihydro-5H-pyrano[4,3-b]pyridin-5-one